ClC1=NC=C(C(=N1)NCC1=C(C=CC=C1)C#C)C(=O)N 2-chloro-4-((2-ethynylbenzyl)amino)pyrimidin-5-carboxamide